5-iodo-2,3-dimethoxyphenol IC=1C=C(C(=C(C1)O)OC)OC